3,6-dimethoxybenzoxazolin-2(3H)-one CON1C(OC2=C1C=CC(=C2)OC)=O